2-[[[4-cyano-7-[4-(pentafluoro-lambda6-sulfanyl)phenyl]-2,3-dihydrobenzofuran-5-yl]amino]methyl]prop-2-enehydroxamic acid C(#N)C1=C(C=C(C2=C1CCO2)C2=CC=C(C=C2)S(F)(F)(F)(F)F)NCC(C(=O)NO)=C